C(C)(C)N(CC(CC)N(C(C)C)C(C)C)C(C)C N,N,N',N'-tetraisopropyl-1,2-butylenediamine